gulofuranose triflate OS(=O)(=O)C(F)(F)F.OC1[C@H](O)[C@H](O)[C@@H](O1)[C@H](O)CO